C(C)(C)C1=C(C=CC=C1)C=1N=CC2=C(N1)N(C(C=C2)=O)CC2=CC=C(C=C2)C=2N(C=C(N2)C(F)(F)F)C 2-(2-isopropylphenyl)-8-(4-(1-methyl-4-(trifluoromethyl)-1H-imidazol-2-yl)benzyl)pyrido[2,3-d]pyrimidin-7(8H)-one